C(C)(C)(C)N1C=C(C=C1)C(=O)NCC1=NC(=NO1)C=1N=C2N(C=CC=C2N[C@H]2[C@H](CN(CC2)C)F)C1C(=C(F)F)F 1-(tert-butyl)-N-((3-(8-(((3S,4R)-3-fluoro-1-methylpiperidin-4-yl)amino)-3-(1,2,2-trifluorovinyl)imidazo[1,2-a]pyridin-2-yl)-1,2,4-oxadiazol-5-yl)methyl)-1H-pyrrole-3-carboxamide